C1(CC1)C1=C(C=CC(=C1)F)N(C(C1=C(C=CC=C1F)F)=O)C1=CC=C(C2=NON=C21)[N+](=O)[O-] N-(2-cyclopropyl-4-fluorophenyl)-2,6-difluoro-N-(7-nitrobenzo[c][1,2,5]oxadiazol-4-yl)benzamide